C12(CC3CC(CC(C1)C3)C2)CCCCCCCCCCCCCCCCCCS 18-(1-adamantyl)octadecane-1-thiol